7-(spiro[cyclopentane-1,3'-indol]-1'(2'H)-yl)-N-(tetrahydro-2H-pyran-4-yl)[1,3]thiazolo[5,4-d]pyrimidine-2-carboxamide N1(CC2(C3=CC=CC=C13)CCCC2)C=2C1=C(N=CN2)SC(=N1)C(=O)NC1CCOCC1